ClC1=C(C=C2C(=C(N(C2=C1F)C)C1=NC(=NN1)C(C)=O)N1C=NC=C1)OCC 1-(5-(6-chloro-5-ethoxy-7-fluoro-3-(1H-imidazol-1-yl)-1-methyl-1H-indol-2-yl)-1H-1,2,4-triazol-3-yl)ethan-1-one